CC1=C(C(=CC=C1)C)NC(=S)NC1=C(C=CC=C1C)CC N-(2,6-dimethylphenyl)-N'-(2-ethyl-6-methylphenyl)thiourea